4-(1-tert-butyl-1H-pyrazol-4-yl)-2-(morpholin-4-yl)-8-(1H-pyrazol-5-yl)-1,7-naphthyridine C(C)(C)(C)N1N=CC(=C1)C1=CC(=NC2=C(N=CC=C12)C1=CC=NN1)N1CCOCC1